ClC=1C=C(C=CC1F)CC(=O)O 2-(3-chloro-4-fluoro-phenyl)acetic acid